5-chloro-3-(2-(3-(3-isopropylphenyl)-4-oxothiazolidine-2-ylidene)hydrazono)-1H-indol-2-one ClC=1C=C2C(C(NC2=CC1)=O)=NN=C1SCC(N1C1=CC(=CC=C1)C(C)C)=O